2-Hydroxymethyl-1H-phenalen-1-one OCC=1C(C=2C=CC=C3C=CC=C(C1)C23)=O